ClCC[C@@H]1N(C[C@@H](C1)OC1CCCCC1)C1=CC=CC=C1 2-chloro-1-((2R,4R)-4-(cyclohexyloxy)-1-phenylpyrrolidin-2-yl)ethan